O1COC2=C1C=CC=C2CNCC2=CC(=NC=C2)SC N-(1,3-benzodioxol-4-ylmethyl)-1-(2-methylsulfanyl-4-pyridinyl)methanamine